3,3'-((2-((tert-butyldimethylsilyl)oxy)ethyl)azanediyl)bis(propan-1-ol) [Si](C)(C)(C(C)(C)C)OCCN(CCCO)CCCO